4-((2,4-dimethoxybenzyl)amino)-1,3-dimethylimidazo[1,5-a]quinoxaline-8-carboxylic acid COC1=C(CNC=2C=3N(C4=CC(=CC=C4N2)C(=O)O)C(=NC3C)C)C=CC(=C1)OC